BrC=1SC(=C(N1)C(=O)N[C@H](C(=O)NC=1C(N(C=CC1)CC(=O)NC1C2CC3CC(CC1C3)C2)=O)CCC(C(=O)NC)=O)C (S)-2-(2-Bromo-5-methylthiazol-4-carboxamido)-N1-(1-(2-(2-adamantylamino)-2-oxoethyl)-2-oxo-1,2-dihydropyridin-3-yl)-N6-methyl-5-oxohexandiamid